N-(2-(syn-4,4-difluoro-2-(methyl-d3)cyclohexyl)-4-(2,5-difluorophenyl)pyridin-3-yl)-2-methoxypyrimidine-5-carboxamide FC1(CC(C(CC1)C1=NC=CC(=C1NC(=O)C=1C=NC(=NC1)OC)C1=C(C=CC(=C1)F)F)C([2H])([2H])[2H])F